1-(6-butyl-3-(4-methoxyphenyl)pyrazin-2-yl)pyrrolidine-3-carboxylic acid methyl ester COC(=O)C1CN(CC1)C1=NC(=CN=C1C1=CC=C(C=C1)OC)CCCC